C(C)N(C(=O)C1CCOCC1)C1=CC(=CC=C1)N(C)CC1=CN=CN1 N-ethyl-N-[3-[1H-imidazol-5-ylmethyl(methyl)amino]phenyl]tetrahydropyran-4-carboxamide